[Cm].[Am].[Pu] plutonium-americium-curium